IC1=CNC=2N=CN=C(C21)NCC2=CC=C(C=C2)OC 5-iodo-N-(4-methoxybenzyl)-7H-pyrrolo[2,3-d]pyrimidin-4-amine